rel-5-[(1r,6s)-5-[(7-ethyl-6-oxo-5H-1,5-naphthyridin-3-yl)methyl]-2,5-diazabicyclo[4.1.0]hept-2-yl]-N-methylpyridin-2-carboxamide C(C)C=1C(NC=2C=C(C=NC2C1)CN1CCN([C@@H]2C[C@H]12)C=1C=CC(=NC1)C(=O)NC)=O |o1:17,19|